CC1=C(C=C2C=CC=NC2=C1)C(C)N1C(C2=CC=CC=C2C1=O)=O 2-(1-(7-methyl-6-quinolinyl)ethyl)isoindole-1,3-dione